C(C)(C)NC(O[C@H]1C[C@H](CC1)C=1NN=C(C1)NC(=O)C=1N(N=C(C1)C1=C(C(=CC(=C1)F)OCC1=CC=C(C=C1)OC)C1OCCO1)C)=O (1R,3S)-3-(5-{5-[2-(1,3-dioxolan-2-yl)-5-fluoro-3-[(4-methoxyphenyl)methoxy]phenyl]-2-methylpyrazole-3-amido}-2H-pyrazol-3-yl)cyclopentyl N-isopropylcarbamate